FC(C(C(C(C(C(C(C(F)(F)F)(F)F)(F)F)(F)F)(F)F)(F)F)(F)F)(CCO)F 2-(perfluoro-n-octyl)ethanol